2-dimethylamino-1-(4-methoxyphenyl)-2-methylpropane-1-one CN(C(C(=O)C1=CC=C(C=C1)OC)(C)C)C